C(C)(C)[C@@H]1CC[C@@H]([C@]23[C@@H]1[C@@H]2C(CC3)=C)C (3aR,3bS,4S,7S,7aR)-4-isopropyl-7-methyl-3-methyleneoctahydro-1H-cyclopenta[1,3]cyclopropa[1,2]benzene